BrC=1C=C(C=C2C(N(C(=NC12)C1COCCC1)C1CC1)=O)F 8-bromo-3-cyclopropyl-6-fluoro-2-(tetrahydro-2H-pyran-3-yl)quinazolin-4(3H)-one